p-cyano-β-nitrostyrene C(#N)C1=CC=C(C=C[N+](=O)[O-])C=C1